N-(4-fluoro-2-((4-methoxybenzyl)oxy)-5-Nitrophenyl)acetamide FC1=CC(=C(C=C1[N+](=O)[O-])NC(C)=O)OCC1=CC=C(C=C1)OC